[N+](=O)([O-])C1=C2C(C=CC(C2=CC=C1)=O)=O 5-nitro-1,4-naphthoquinone